ClC1=C(C=CC(=C1)C=O)C1=C(C=CC(=C1)C)OC 2-chloro-2'-methoxy-5'-methyl-[1,1'-biphenyl]-4-carbaldehyde